4-norbornenylmethyl-2-methoxyphenol acetate C(C)(=O)OC1=C(C=C(C=C1)CC12C=CC(CC1)C2)OC